4-[1-[2-[5-cyclopropyl-3-(trifluoromethyl)pyrazol-1-yl]acetyl]-4-piperidyl]-N-tetralin-1-yl-pyridine C1(CC1)C1=CC(=NN1CC(=O)N1CCC(CC1)C1=CCN(C=C1)C1CCCC2=CC=CC=C12)C(F)(F)F